Cl.Cl.N1(CCNCC1)C=1N=C(C2=C(C=NNC2=O)N1)NC1=CC=C(C=C1)CN1CCNCC1 2-(piperazin-1-yl)-4-(4-(piperazin-1-ylmethyl)phenylamino)pyrimido[4,5-d]pyridazin-5(6H)-one dihydrochloride